(S)-1-ethyl-2-aminomethyl-pyrrolidine C(C)N1[C@@H](CCC1)CN